C(#N)C1=C(C=C(C=C1)F)C1=CC=C2C(=CN(C2=C1)CC(C)(C)C)[C@@H](C(F)(F)F)NS(=O)(=O)C1CC1 (S)-N-(1-(6-(2-cyano-5-fluorophenyl)-1-neopentyl-1H-indol-3-yl)-2,2,2-trifluoroethyl)cyclopropanesulfonamide